stannylene sulfide [SnH2]=S